vanadium-titanium phosphate P(=O)([O-])([O-])[O-].[Ti+4].[V+5].P(=O)([O-])([O-])[O-].P(=O)([O-])([O-])[O-]